amino-3-nitrotrifluoromethylbenzene NC1=C(C=CC=C1[N+](=O)[O-])C(F)(F)F